N-methyl-ammonium hexafluoroarsenate F[As-](F)(F)(F)(F)F.C[NH3+]